Tetraacetylphytosphingosine CCCCCCCCCCCCCC[C@H]([C@H]([C@H](COC(=O)C)NC(=O)C)OC(=O)C)OC(=O)C